N-((3R,4S)-4-((7-(2,6-dichloro-3,5-dimethoxyphenyl)-5-((2-hydroxyethyl)amino)-2,6-naphthyridin-3-yl)amino)tetra-hydrofuran-3-yl)acrylamide ClC1=C(C(=C(C=C1OC)OC)Cl)C1=NC(=C2C=C(N=CC2=C1)N[C@H]1[C@H](COC1)NC(C=C)=O)NCCO